4-(4,4,5,5-tetramethyl-1,3,2-dioxaborolan-2-yl)benzyl acetate C(C)(=O)OCC1=CC=C(C=C1)B1OC(C(O1)(C)C)(C)C